(R)-7-((6-((dimethylamino)-methyl)-5-(tetrahydrofuran-3-yl)pyrazin-2-yl)amino)-4-(7-fluoroimidazo[1,2-a]pyridin-3-yl)isoindolin-1-one CN(C)CC1=C(N=CC(=N1)NC=1C=CC(=C2CNC(C12)=O)C1=CN=C2N1C=CC(=C2)F)[C@@H]2COCC2